1-[(3S)-3-[4-(3-chloro-2-fluoro-4-spiro[2.3]hexan-5-yloxy-anilino)pyrido[3,2-d]pyrimidin-6-yl]oxypyrrolidin-1-yl]prop-2-en-1-one ClC=1C(=C(NC=2C3=C(N=CN2)C=CC(=N3)O[C@@H]3CN(CC3)C(C=C)=O)C=CC1OC1CC3(CC3)C1)F